7-(5-chloro-2-(((1S,3R,4S,5R)-4-hydroxy-6,8-dioxabicyclo[3.2.1]octan-3-yl)amino)pyrimidin-4-yl)-2-(((3S,5S)-3,5-dimethylmorpholino)methyl)-1-isopropylquinolin-4(1H)-one ClC=1C(=NC(=NC1)N[C@@H]1C[C@H]2CO[C@@H]([C@H]1O)O2)C2=CC=C1C(C=C(N(C1=C2)C(C)C)CN2[C@H](COC[C@@H]2C)C)=O